7-bromo-1,2-benzothiazol-4-amine BrC=1C=CC(=C2C=NSC21)N